4-(6,7,8,9-tetrahydro-3H-pyrrolo[3,2-c]phenanthridin-5-yl)phenol C1=CNC2=C1C=CC1=C3CCCCC3=C(N=C21)C2=CC=C(C=C2)O